tert-butyl 4-(3-(2,6-dioxopiperidin-3-yl)-7-fluoro-1-methyl-1H-indazol-6-yl)piperazine-1-carboxylate O=C1NC(CCC1C1=NN(C2=C(C(=CC=C12)N1CCN(CC1)C(=O)OC(C)(C)C)F)C)=O